N[O] amino-oxygen